5-fluoro-2-(methoxy-d3)-3-(4,4,5,5-tetramethyl-1,3,2-dioxaborolan-2-yl)aniline FC=1C=C(C(=C(N)C1)OC([2H])([2H])[2H])B1OC(C(O1)(C)C)(C)C